Monochloro-triazine 4-(4-chloro-6-morpholino-1,3,5-triazin-2-yl)piperazine-1-carboxylate ClC1=NC(=NC(=N1)N1CCOCC1)N1CCN(CC1)C(=O)O.ClC=1C=NN=NC1